1-(2-Ethynyl-thiazol-4-yl)-3-(4-(1-methyl-1H-indazol-4-yl)benzyl)urea C(#C)C=1SC=C(N1)NC(=O)NCC1=CC=C(C=C1)C1=C2C=NN(C2=CC=C1)C